acrylamide monohydrate O.C(C=C)(=O)N